P(N)(O)(=O)F fluorophosphoric acid amide